N2-(2-(1-(Cyclopropylsulfonyl)-1H-pyrazol-4-yl)pyrimidin-4-yl)-N4-((1s,4s)-4-fluorocyclohexyl)-5-(1-methyl-1H-pyrazol-3-yl)pyridine-2,4-diamine C1(CC1)S(=O)(=O)N1N=CC(=C1)C1=NC=CC(=N1)NC1=NC=C(C(=C1)NC1CCC(CC1)F)C1=NN(C=C1)C